aluminium oxyhydroxide chloride O(O)Cl.[Al]